N1=CC(=CC=C1)OC1=CC=C(C=C1)NC(=O)[C@@H]1NCCC1 (R)-N-(4-(pyridin-3-yloxy)phenyl)pyrrolidine-2-carboxamide